BrCC1=C(N=C2C(=N1)C(N(C2=O)CC(=O)NCCOCCOCCOCCOCCC(=O)N)=O)CBr 1-(2-(2,3-bis(bromomethyl)-5,7-dioxo-5,7-dihydro-6H-pyrrolo[3,4-b]pyrazin-6-yl)acetamido)-3,6,9,12-tetraoxapentadecan-15-amide